CC=1C(=C(C=CC1)B(O)O)B(O)O (3-methyl-1,2-phenylene)diboronic acid